3-(4-(dimethylamino)phenyl)-prop-2-en-1-one CN(C1=CC=C(C=C1)C=CC=O)C